3,3-bis(4-methoxyphenyl)-6,11-dimethyl-13-(2-hydroxycarbonylethyl)carboxyethoxy-13-phenyl-3H,13H-indeno[2',3':3,4]naphtho[1,2-b]pyran COC1=CC=C(C=C1)C1(C=C(C2=C(O1)C=1C=C(C=CC1C1=C2C(C2=CC(=CC=C21)C)(C2=CC=CC=C2)CCC(=O)O)C)OCCC(=O)O)C2=CC=C(C=C2)OC